C(C)(C)N1C(=NC2=NC=C(C=C21)C2=CNC=1N=C(N=CC12)CCC(F)(F)F)C 1-isopropyl-2-methyl-6-(2-(3,3,3-trifluoropropyl)-7H-pyrrolo[2,3-d]pyrimidin-5-yl)-1H-imidazo[4,5-b]pyridine